The molecule is a 3beta-hydroxy steroid, a 12beta-hydroxy steroid, a 14beta-hydroxy steroid and a 16beta-hydroxy steroid. It derives from a hydride of a 5beta-cardanolide. C[C@]12CC[C@@H](C[C@H]1CC[C@@H]3[C@@H]2C[C@H]([C@]4([C@@]3(C[C@@H]([C@@H]4C5=CC(=O)OC5)O)O)C)O)O